CC1=C(OC2=CC(=NC=N2)N)C=CC(=C1)[N+](=O)[O-] 6-(2-methyl-4-nitrophenoxy)pyrimidin-4-amine